C(C)(C)(C)OC(C1=CC=C(C=C1)NC([C@H](CC1=CC=C(C=C1)Br)NC(=O)OC(C)(C)C)=O)=O (S)-4-(3-(4-bromophenyl)-2-((tert-Butoxycarbonyl)amino)propanamido)benzoic acid tert-butyl ester